N-isopropyl-5-(1-isopropyl-2-methyl-1H-imidazo[4,5-b]pyridin-6-yl)pyrrolo[2,1-f][1,2,4]triazin-2-amine C(C)(C)NC1=NN2C(C=N1)=C(C=C2)C=2C=C1C(=NC2)N=C(N1C(C)C)C